NC=1C=2OC(C3=CC(=CC=C3C=3N(N=CC3CN3N=CC(=C3C(=CN1)C2)C#N)C)F)C 22-amino-16-fluoro-11,19-dimethyl-20-oxa-5,6,10,11,23-pentaazapentacyclo[19.3.1.02,6.08,12.013,18]pentacosa-1(24),2,4,8(12),9,13,15,17,21(25),22-decaene-3-carbonitrile